4-methyltetrahydropyran-2,6-dione CC1CC(OC(C1)=O)=O